2-(4-(1-(2,6-bis(benzyloxy)pyridin-3-yl)-4-fluoro-3-methyl-2-oxo-2,3-dihydro-1H-benzo[d]imidazol-5-yl)-3-fluorophenyl)acetamide C(C1=CC=CC=C1)OC1=NC(=CC=C1N1C(N(C2=C1C=CC(=C2F)C2=C(C=C(C=C2)CC(=O)N)F)C)=O)OCC2=CC=CC=C2